O=C1NC(CCC1NC1=C(CN2CCC(CC2)C=2OC3=C(N2)C=C(C(=C3)NC(C3=CN=C(C=C3)C(F)(F)F)=O)C(C)(C)O)C=CC=C1)=O N-(2-(1-(2-((2,6-dioxopiperidin-3-yl)amino)benzyl)piperidin-4-yl)-5-(2-hydroxypropan-2-yl)benzo[d]oxazol-6-yl)-6-(trifluoromethyl)nicotinamide